C(=O)O.CNC=1N=C(C(=NC1C=1C2=C(C=NC1)N(C=N2)C)C(=O)N)NC2=CC(=CC=C2)C2CCN(CC2)C 5-(methylamino)-6-(3-methylimidazo[4,5-c]pyridin-7-yl)-3-[3-(1-methyl-4-piperidyl)anilino]pyrazine-2-carboxamide formate salt